(biphenyl-4-yl)biphenyl-4,4'-diamine C1(=CC=C(C=C1)C1=C(C=CC(=C1)N)C1=CC=C(C=C1)N)C1=CC=CC=C1